ClC1=NC(=C2N=CN(C2=N1)[C@H]1[C@@H]([C@@H]([C@H](O1)COCP(O)(O)=O)O)O)NCC1=NN=CN1C ({[(2R,3S,4R,5R)-5-(2-chloro-6-{[(4-methyl-4H-1,2,4-triazol-3-yl)methyl]amino}-9H-purin-9-yl)-3,4-dihydroxyoxolan-2-yl]methoxy}methyl)phosphonic acid